1-(2-aminoethyl)-2-imidazolidinethione NCCN1C(NCC1)=S